N-(1-cyanopyrrolidin-3-yl)-4-(1-methyl-1H-pyrazol-4-yl)benzenesulfonamide C(#N)N1CC(CC1)NS(=O)(=O)C1=CC=C(C=C1)C=1C=NN(C1)C